7-((R)-3-Methoxy-pyrrolidin-1-yl)-2-p-tolyl-imidazo[1,2-a]pyridine CO[C@H]1CN(CC1)C1=CC=2N(C=C1)C=C(N2)C2=CC=C(C=C2)C